CCCCN(CCCC)C1=CC2=C(C=C1)C3(C4=CC=CC=C4C(=O)O3)C5=C(O2)C=C(C(=C5)NC6=CC=CC=C6)C 2-anilino-6-dibutylamino-3-methylfluoran